3-(2-methoxyethoxy)propyl-methyl-bis(trimethylsilyloxy)silane COCCOCCC[Si](O[Si](C)(C)C)(O[Si](C)(C)C)C